C(C=C)OC1=C(C=C(C=C1)/C=C/C(=O)N1CCN(CC1)C(CCCCCl)=O)OC (E)-1-(4-(3-(4-(allyloxy)-3-methoxyphenyl)acryloyl)piperazin-1-yl)-5-chloropentan-1-one